N-[3-(4-oxo-3,4-dihydro-phthalazin-1-ylamino)-propyl]-3-(3-thiophen-2-yl-[1,2,4]oxadiazol-5-yl)-propionamide O=C1NN=C(C2=CC=CC=C12)NCCCNC(CCC1=NC(=NO1)C=1SC=CC1)=O